C(C)C1=C(C=CC=C1)S(=O)N ethylbenzenesulfinamide